2-chloro-4-iodo-5-(trifluoromethyl)phenol ClC1=C(C=C(C(=C1)I)C(F)(F)F)O